ClC=1C(=NC=CC1OC1=CC=C(C=N1)NC(=O)C1=CN(N=C(C1=O)C1=CC=C(C=C1)F)C1CC1)N=C(C1=CC=CC=C1)C1=CC=CC=C1 N-(6-((3-chloro-2-((diphenylmethylene)amino)pyridin-4-yl)oxy)pyridin-3-yl)-2-cyclopropyl-6-(4-fluorophenyl)-5-oxo-2,5-dihydropyridazine-4-carboxamide